((3R,4R)-4-(((5-fluoro-6-(isopropyl(4-(trifluoromethyl)benzyl)amino)pyrimidin-4-yl)amino)methyl)-3-hydroxypiperidin-1-yl)acetamide FC=1C(=NC=NC1N(CC1=CC=C(C=C1)C(F)(F)F)C(C)C)NC[C@@H]1[C@H](CN(CC1)CC(=O)N)O